3,4-dihydro-5,8-dimethyl-1(2H)-naphthalenone CC1=C2CCCC(C2=C(C=C1)C)=O